3-(3,5-Dichlorophenyl)-4-methyl-5-(1,2,3,6-tetrahydropyridin-4-yl)-1H-pyrrol ClC=1C=C(C=C(C1)Cl)C1=CNC(=C1C)C=1CCNCC1